1'-C-cyano-2'-deoxy-Cytidine C(#N)[C@@]1(C[C@H](O)[C@@H](CO)O1)N1C(=O)N=C(N)C=C1